tert-butyl 2-(2-((S)-2-(((benzyloxy)carbonyl)(methyl)amino)-3-methylbutanamido)-3-methoxy-3-oxopropyl)thiomorpholine-4-carboxylate 1,1-dioxide C(C1=CC=CC=C1)OC(=O)N([C@H](C(=O)NC(CC1CN(CCS1(=O)=O)C(=O)OC(C)(C)C)C(=O)OC)C(C)C)C